Cl.C(C)OC[C@@H]1[C@H](CNCCO1)O (6S,7R)-7-(ethoxymethyl)-1,4-oxazepan-6-ol hydrochloride